7-hydroxy-4-methyl-6,8-dioxo-N-(2,4,6-trifluorobenzyl)-1a,2,3,4,6,8-hexahydro-1H-5,11a-methanocyclopropa[h]pyrido[1,2-a][1,4]diazonine-9-carboxamide OC=1C(C(=CN2C1C(N1C(CCC3C2(C3)C1)C)=O)C(=O)NCC1=C(C=C(C=C1F)F)F)=O